BrC=1C=CC(=C(C1)NC(=O)C1(CC1)C)N1N=CC=C1 N-(5-bromo-2-pyrazol-1-yl-phenyl)-1-methyl-cyclopropanecarboxamide